C(C)(C)(C)C[Ti](C)(C1C(=C(C(=C1C)C)C)C)N tertiary butyl-aminotetramethyl-cyclopentadienyl-dimethyl-titanium